tert-butyl ((R)-6-(4-((1-(tert-butyl)-3-((1S,3R)-3-((tert-butyldimethylsilyl)oxy)cyclopentyl)-1H-pyrazol-5-yl)amino)pyridin-2-yl)hex-5-yn-2-yl)carbamate C(C)(C)(C)N1N=C(C=C1NC1=CC(=NC=C1)C#CCC[C@@H](C)NC(OC(C)(C)C)=O)[C@@H]1C[C@@H](CC1)O[Si](C)(C)C(C)(C)C